4,5-dimethyl-3-(1-pyrrolidinyl)-[5H]-furanone CC1=C(C(OC1C)=O)N1CCCC1